5-((5-chloro-4-(cyclopentylamino)pyrimidin-2-yl)amino)-3-methylbenzo[c][1,2]oxaborol-1(3H)-ol ClC=1C(=NC(=NC1)NC1=CC2=C(B(OC2C)O)C=C1)NC1CCCC1